[6-(2-amino-[1,2,4]triazolo[1,5-a]pyridin-6-yl)-2-methoxy-3-pyridinyl]-5-methyl-3-phenyl-isoxazole-4-carboxamide NC1=NN2C(C=CC(=C2)C2=CC=C(C(=N2)OC)NC(=O)C=2C(=NOC2C)C2=CC=CC=C2)=N1